O=C1NC(CCC1NC=1C=C(C=CC1)[N-]CCCCCCCNC1CC2(C1)CCC2)=O N-(3-((2,6-dioxopiperidin-3-yl)amino)phenyl)-7-(spiro[3.3]heptan-2-ylamino)heptylamide